[N+](=O)([O-])C1=CC2=CNN=C2C=C1OC(F)(F)F 5-Nitro-6-(trifluoromethoxy)-2H-indazole